NC=1OC(=NN1)C1=CC=C(C=C1)C(C)(C)C 2-amino-5-((4-tert-butyl)-phenyl)-1,3,4-oxadiazole